(1r,3r)-3-(cyanomethyl)-3-(4-(6-(1-methyl-3-oxo-2,3-dihydro-1H-pyrazol-4-yl)pyrazolo[1,5-a]pyrazin-4-yl)-1H-pyrazol-1-yl)cyclobutane-1-carbonitrile C(#N)CC1(CC(C1)C#N)N1N=CC(=C1)C=1C=2N(C=C(N1)C=1C(NN(C1)C)=O)N=CC2